FC=1C(=C(C=C(C1)C)[C@H](C(=O)O)N1C[C@@H](CC1)OCCCCCC1=NC=2NCCCC2C(=C1)OC)OC (R)-2-(3-fluoro-2-methoxy-5-methylphenyl)-2-((R)-3-((5-(4-methoxy-5,6,7,8-tetrahydro-1,8-naphthyridin-2-yl)pentyl)oxy)pyrrolidin-1-yl)acetic acid